C(C)(C)(C)OC(N(CC=1SC=CC1)C1=C2C(=NC(=C1)Cl)C(=CN2C(F)F)I)=O (5-Chloro-1-(difluoromethyl)-3-iodo-1H-pyrrolo[3,2-b]pyridin-7-yl)(thiophen-2-ylmethyl)carbamic acid tert-butyl ester